N[C@@H]1CN(CCC1)CC=1C=C(C=C(C1)N1C=NC(=C1)C)NC(NC1=CC=C(C=C1)C1=CC=CC=C1)=O 3-(3-{[(3S)-3-aminopiperidin-1-yl]methyl}-5-(4-methyl-1H-imidazol-1-yl)phenyl)-1-{[1,1'-biphenyl]-4-yl}urea